BrC1=CC2=C(C=N1)N(C(=N2)C2=C(C=C(C=N2)C(C#N)(C)C)SCC)C 2-[6-(6-bromo-3-methyl-imidazo[4,5-c]pyridin-2-yl)-5-ethylsulfanyl-3-pyridinyl]-2-methyl-propionitrile